1-(6-(pyrrolidine-1-yl)pyridin-3-yl)ethan-1-one methyl-2-((tert-butoxycarbonyl)amino)-7-((3'-chloro-[1,1'-biphenyl]-2-yl)oxy)-1,2,3,4-tetrahydronaphthalene-2-carboxylate COC(=O)C1(CC2=CC(=CC=C2CC1)OC1=C(C=CC=C1)C1=CC(=CC=C1)Cl)NC(=O)OC(C)(C)C.N1(CCCC1)C1=CC=C(C=N1)C(C)=O